[K].CN(S(=O)(=O)NC(NC1=C2CCCC2=CC=2CCCC12)=O)C[C@@H]1N(CCC1)C 3-((R)-N-Methyl-N-((1-methylpyrrolidin-2-yl)methyl)sulfamoyl)-1-(1,2,3,5,6,7-hexahydro-s-indacen-4-yl)urea, potassium salt